2-{3-[rac-(3S,5R)-3-ethyl-5-methylpiperazin-1-yl]-1,2,4-triazin-6-yl}-5-(1H-pyrazol-4-yl)phenol dihydrochloride Cl.Cl.C(C)[C@H]1CN(C[C@H](N1)C)C=1N=NC(=CN1)C1=C(C=C(C=C1)C=1C=NNC1)O |r|